N-((1s,4s)-4-(4-(3-cyano-4-((5-fluoropyridin-2-yl)thio)pyrazolo[1,5-a]pyridin-6-yl)-1H-pyrazol-1-yl)cyclohexyl)acetamide C(#N)C=1C=NN2C1C(=CC(=C2)C=2C=NN(C2)C2CCC(CC2)NC(C)=O)SC2=NC=C(C=C2)F